(S)-1-(1-((5-(4-((6-(((2-(1H-imidazol-1-yl)ethyl)amino)methyl)pyridin-3-yl)ethynyl)phenyl)isoxazol-3-yl)methyl)-1H-imidazol-2-yl)ethan-1-ol N1(C=NC=C1)CCNCC1=CC=C(C=N1)C#CC1=CC=C(C=C1)C1=CC(=NO1)CN1C(=NC=C1)[C@H](C)O